C(C1=CC=CC=C1)C=1C=2N(C=C(N1)C1=CC=CC=C1)C(=C(N2)CC=2OC=CC2)OCC=2OC(=CC2)[N+](=O)[O-] 8-benzyl-2-(furan-2-ylmethyl)-3-((5-nitrofuran-2-yl)methoxy)-6-phenylimidazo[1,2-a]pyrazine